[(S)-[(3R)-7-methyl-1,2,3,4-tetrahydro-1,5-naphthyridin-3-yl](phenyl)methyl][(2S)-2-[3-(1,2-oxazol-4-yl)phenyl]propyl]amine CC1=CN=C2C[C@H](CNC2=C1)[C@@H](C1=CC=CC=C1)NC[C@@H](C)C1=CC(=CC=C1)C=1C=NOC1